(6-Amino-4-methoxy-3',4',5',6'-tetrahydro-2'H-[3,4']bipyridinyl-1'-yl)-(5-isopropoxy-4-methoxy-pyridin-2-yl)-methanone NC1=CC(=C(C=N1)C1CCN(CC1)C(=O)C1=NC=C(C(=C1)OC)OC(C)C)OC